(3S,4S)-1-cyclohexyl-4-{[5-(2,4,6-trifluoro-phenyl)-isoxazole-3-carbonyl]-amino}-piperidine-3-carboxylic acid dimethylamide CN(C(=O)[C@H]1CN(CC[C@@H]1NC(=O)C1=NOC(=C1)C1=C(C=C(C=C1F)F)F)C1CCCCC1)C